8-(tert-butyl) 1-methyl 2-oxo-8-azaspiro[4.5]decane-1,8-dicarboxylate O=C1C(C2(CC1)CCN(CC2)C(=O)OC(C)(C)C)C(=O)OC